N-{[4-(quinoline-3-sulfonyl)phenyl]methyl}imidazo[1,2-a]pyrimidine-6-carboxamide N1=CC(=CC2=CC=CC=C12)S(=O)(=O)C1=CC=C(C=C1)CNC(=O)C=1C=NC=2N(C1)C=CN2